C1(C(=CC(C=C1)=O)C(=O)[O-])=O p-benzoquinoneAt